2-(2-(tert-Butoxy)ethoxy)-8-((2-fluorophenyl)amino)-7-methyl-3,4-dihydro-2,7-naphthyridine-1,6(2H,7H)-dione C(C)(C)(C)OCCON1C(C2=C(N(C(C=C2CC1)=O)C)NC1=C(C=CC=C1)F)=O